Benzodioxolaneamide O1C(OC2=C1C=CC=C2)C(=O)N